CS(=O)(=O)CC1(CCOCC1)CC1=NC(=CC(=N1)N)NCC1=CC=C(C=C1)N1N=CC=C1 [4-(methylsulfonylmethyl)tetrahydropyran-4-yl]methyl-N6-[(4-pyrazol-1-ylphenyl)methyl]pyrimidine-4,6-diamine